6-(benzyloxy)-3-bromopyrazolo[1,5-a]pyridine C(C1=CC=CC=C1)OC=1C=CC=2N(C1)N=CC2Br